C(C)OC(=O)C1=C(NC=C1)C(C)C.OC(CN1C(=C(C=C1)C(=O)OCC)C(C)C)CC1=CC=CC=C1 Ethyl 1-(2-Hydroxy-3-phenylpropyl)-2-isopropyl-1H-pyrrole-3-carboxylate Ethyl-2-isopropyl-1H-pyrrole-3-carboxylate